tert-butyl (1-(N-(4-((2-(2,6-dioxopiperidin-3-yl)-1,3-dioxoisoindolin-4-yl)amino)cyclohexyl)-N-methylsulfamoyl)piperidin-4-yl)carbamate O=C1NC(CCC1N1C(C2=CC=CC(=C2C1=O)NC1CCC(CC1)N(S(=O)(=O)N1CCC(CC1)NC(OC(C)(C)C)=O)C)=O)=O